O1CC(C1)CNC(CC=1C=C2CCC(NC2=CC1)C1=CC=CC=C1)=O N-(oxetane-3-ylmethyl)-2-(2-phenyl-1,2,3,4-tetrahydroquinoline-6-yl)acetamide